N(=[N+]=[N-])[C@H]1CN(CCC1)C(=O)OC(C)(C)C tert-Butyl (3R)-3-azidopiperidine-1-carboxylate